tert-butyl 6-hydroxy-3,4-dihydro-2H-quinoline-1-carboxylate OC=1C=C2CCCN(C2=CC1)C(=O)OC(C)(C)C